O=C1NC(CCC1N1C(C2=CC=CC(=C2C1=O)N[C@@H]1CC[C@H](CC1)C(=O)O)=O)=O trans-4-((2-(2,6-dioxopiperidin-3-yl)-1,3-dioxoisoindolin-4-yl)amino)cyclohexane-1-carboxylic acid